N1(C=NC=C1)CC1CCN(CC1)C1=NC=2C(=NC=C(N2)SC=2C(=NC=CC2)C(F)(F)F)N1 2-(4-((1H-imidazol-1-yl)methyl)piperidin-1-yl)-5-((2-(trifluoromethyl)pyridin-3-yl)thio)-1H-imidazo[4,5-b]pyrazine